tetrapropane ammonium hydroxide [OH-].[NH4+].CCC.CCC.CCC.CCC